NC1=C(C(=NC=N1)NCC1(CCN(CC1)C(C=C)=O)F)C1=CC=C(C=C1)OC1=CC=CC=C1 1-(4-(((6-amino-5-(4-phenoxyphenyl)pyrimidin-4-yl)amino)methyl)-4-fluoropiperidin-1-yl)propan-2-en-1-one